C1(=CC=CC=C1)[Si](O[Si](C1=CC=CC=C1)(O[SiH](C)C)O[SiH](C)C)(O[SiH](C)C)O[SiH](C)C 1,3-diphenyl-tetrakis(dimethylsilyloxy)disiloxane